ClC=1C(=NN2C1CCCC2)N2N=CC(=C2NC)C#N 1-(3-chloro-4,5,6,7-tetrahydropyrazolo[1,5-a]pyridin-2-yl)-5-(methylamino)pyrazole-4-carbonitrile